Dimethyl 2-(6-chloro-1H-pyrrolo[2,3-b]pyridin-1-yl)bicyclo[1.1.1]pentane-1,3-dicarboxylate ClC1=CC=C2C(=N1)N(C=C2)C2C1(CC2(C1)C(=O)OC)C(=O)OC